O=C1NC(CCC1NC1=CC=C(C=C1)C1CCN(CC1)CCC=1C=C(C=CC1)C=1C=C2C(=NC=NN2C1)C1=CC(=C(C=C1)CNC(OC(C)(C)C)=O)C)=O tert-butyl N-[[4-[6-[3-[2-[4-[4-[(2,6-dioxo-3-piperidyl)amino]phenyl]-1-piperidyl]ethyl]phenyl]pyrrolo[2,1-f][1,2,4]triazin-4-yl]-2-methyl-phenyl]methyl]carbamate